[Na].C1=C(O)C(C)=CC=C1C(C)C carvacrol sodium salt